ClC1=C(C=CC2=C1C(=N[C@H](C=1N2N=C(N1)C)C)C1=C(C=CC=C1F)F)Cl (4S)-7,8-dichloro-6-(2,6-difluorophenyl)-2,4-dimethyl-4H-[1,2,4]triazolo[1,5-a][1,4]benzodiazepine